1-(2-(dimethylamino)ethyl)-3-(4-(5-methoxy-1-(1-(methylsulfonyl)indolin-6-yl)-1H-benzo[d]imidazol-6-yl)phenyl)urea CN(CCNC(=O)NC1=CC=C(C=C1)C=1C(=CC2=C(N(C=N2)C2=CC=C3CCN(C3=C2)S(=O)(=O)C)C1)OC)C